O=C1NC(CCC1N1C(C2=CC=C(C=C2C1=O)N1CCC(CC1)OC1CC(C1)OC1=NC=C(C=C1)C=1C=CC=2C3=C(N(C2C1)C)C=CN=C3)=O)=O 2-(2,6-dioxopiperidin-3-yl)-5-(4-((1r,3r)-3-((5-(5-methyl-5H-pyrido[4,3-b]indol-7-yl)pyridin-2-yl)oxy)cyclobutoxy)piperidin-1-yl)isoindoline-1,3-dione